1-(2-(1H-1,2,4-triazol-1-yl)ethyl)-5-bromo-3,3-dimethylindoline N1(N=CN=C1)CCN1CC(C2=CC(=CC=C12)Br)(C)C